C(#N)C1=CC=C(C=C1)[C@@H](CN[C@@H](C(=O)NC1=CC2=C(NC(N2C)=O)C=C1)C1=CC=CC=C1)C (R)-2-(((S)-2-(4-cyanophenyl)propyl)amino)-N-(3-methyl-2-oxo-2,3-dihydro-1H-benzo[d]imidazol-5-yl)-2-phenylacetamide